N1N=CN=C1C(=O)O 1,2,4-triazole-5-formic acid